C(#N)C1CN(CCC1C=O)C(=O)[O-] 3-cyano-4-formylpiperidine-1-carboxylate